ClC1=CC(=CC(=N1)N1CCN(CC1)S(=O)(=O)C1=CC=C(C=C1)N1C(CC(C1)CN1CCNCC1)=O)C(F)(F)F 1-[4-[4-[6-Chloro-4-(trifluoromethyl)-2-pyridyl]piperazin-1-yl]sulfonylphenyl]-4-(piperazin-1-ylmethyl)pyrrolidin-2-one